CC1C(=NNC(C1)=O)C1=CC2=C(NC(CCC2)=O)C(=C1)C=1SC=CN1 7-(4-methyl-6-oxo-1,4,5,6-tetrahydropyridazin-3-yl)-9-(thiazol-2-yl)-1,3,4,5-tetrahydro-2H-benzo[b]azepin-2-one